CS(=O)(=O)[C@H]1CN(CC1)C1=NC=C(C=N1)C1=CC2=C(N=C3COC[C@@H](N32)C3=CC=CC=C3)C=C1 (S)-7-(2-((R)-3-(methylsulfonyl)pyrrolidin-1-yl)pyrimidin-5-yl)-4-phenyl-3,4-dihydro-1H-benzo[4,5]imidazo[2,1-c][1,4]oxazine